(E)-methyl 2-[2-[6-(2-fluorophenoxy) pyrimidin-4-yloxy] phenyl]-3-methoxyacrylate FC1=C(OC2=CC(=NC=N2)OC2=C(C=CC=C2)/C(/C(=O)OC)=C\OC)C=CC=C1